2-(methoxycarbonyl)thiophene-3-carboxylic acid COC(=O)C=1SC=CC1C(=O)O